NC=1N=CC(=NC1OC=1C=NN(C1)C1CCN(CC1)C)C=1C=C(C(=C(C1)S(=O)(=O)NC)C)C 5-(5-amino-6-((1-(1-methylpiperidin-4-yl)-1H-pyrazol-4-yl)oxy)pyrazin-2-yl)-N,2,3-trimethylbenzenesulfonamide